5-chloro-3-(prop-2-ynyl)-1,2,3,4-tetrahydroquinazoline-2,4-dione ClC1=C2C(N(C(NC2=CC=C1)=O)CC#C)=O